3-bromo-4-hydroxy-5,5-dimethylfuran-2(5H)-one BrC=1C(OC(C1O)(C)C)=O